C1(CCCC1)NC(=O)C1=CC2=C(N=C(S2)C2CCN(CC2)CC)C(=C1)C N-cyclopentyl-2-(1-ethylpiperidin-4-yl)-4-methylbenzo[d]-thiazole-6-carboxamide